(phenoxathiine-3-carbonyl)glycine C1=CC(=CC=2OC3=CC=CC=C3SC12)C(=O)NCC(=O)O